3-(5-bromo-3-methoxypyridin-2-yl)-6-chloro-1,2,4-triazine BrC=1C=C(C(=NC1)C=1N=NC(=CN1)Cl)OC